ClC1=C(C=CC(=C1)C(=O)N1CC2=C(CC1)C=1C=CC(=C(C1OC2=O)C)N2C[C@H](N([C@H](C2)C)C)C)NS(=O)(=O)C N-(2-chloro-4-(7-methyl-5-oxo-8-((3R,5S)-3,4,5-trimethylpiperazin-1-yl)-1,3,4,5-tetrahydro-2H-chromeno[3,4-c]pyridine-3-carbonyl)phenyl)methanesulfonamide